N-BOC-serinol C(=O)(OC(C)(C)C)NC(CO)CO